FC(C(C1=CC=CC=C1)NC(=O)C1=NN2C(C(NC(=C2)C2=C(C3=C(OCCO3)C=C2)F)=O)=C1)F N-(2,2-Difluoro-1-phenylethyl)-6-(5-fluoro-2,3-dihydro-1,4-benzodioxin-6-yl)-4-oxo-4,5-dihydro-pyrazolo[1,5-a]pyrazine-2-carboxamide